COC1=CC(=C(C=C1)O)N=NC1=C(C=CC=C1)O p-methoxyazophenol